C(C)(C)(C)NS(=O)(=O)C=1C=C2CCNC2=CC1 N-tert-butylindoline-5-sulfonamide